(S)-2-(4-fluorobenzamido)-3-phenylpropionic acid FC1=CC=C(C(=O)N[C@H](C(=O)O)CC2=CC=CC=C2)C=C1